C(C1=CC=CC=C1)ON[C@@H]1CC[C@H](N(C1)C(C(F)(F)F)=O)C(=O)OC Methyl (2S,5R)-5-(benzyloxyamino)-1-(2,2,2-trifluoroacetyl)piperidine-2-carboxylate